tert-butyl N-(2-bromo-4,5,6,7-tetrahydro-1-benzothiophen-3-yl)carbamate BrC=1SC2=C(C1NC(OC(C)(C)C)=O)CCCC2